C(#N)N1[C@H]2[C@@H](C[C@@H]1CC2)NC(=O)[C@@H]2CN(CC2)C2=CC(=CC(=C2)Cl)Cl (3S)-N-((1R,2R,4S)-7-cyano-7-azabicyclo[2.2.1]heptan-2-yl)-1-(3,5-dichlorophenyl)-3-pyrrolidinecarboxamide